1-((5-(1-aminoisoquinolin-7-yl)-1-(tetrahydrofuran-3-yl)-1H-indazol-3-yl)methyl)-1H-indole-7-carboxylic acid methyl ester COC(=O)C=1C=CC=C2C=CN(C12)CC1=NN(C2=CC=C(C=C12)C1=CC=C2C=CN=C(C2=C1)N)C1COCC1